COC(C1=CN=C(C(=C1)F)[C@H](C(C)C)NC(C1=CC=C(C=C1)Cl)=O)=O (S)-6-(1-(4-chlorobenzoylamino)-2-methylpropyl)-5-fluoronicotinic acid methyl ester